(R)-2-Methyloctanenitrile C[C@@H](C#N)CCCCCC